(±)-2-[4-[(1S)-1-[(4,5-dichloro-1-methyl-indole-2-carbonyl)amino]-2-hydroxy-ethyl]phenyl]-2,2-dimethyl-acetic acid ClC1=C2C=C(N(C2=CC=C1Cl)C)C(=O)N[C@H](CO)C1=CC=C(C=C1)C(C(=O)O)(C)C |r|